N-((1S,4r)-4-(2-((S)-1-(3,4-difluorophenyl)-6-oxopiperidin-2-yl)-5-(3,5-dimethylisoxazol-4-yl)-1H-benzo[d]imidazol-1-yl)cyclohexyl)ethanesulfonamide FC=1C=C(C=CC1F)N1[C@@H](CCCC1=O)C1=NC2=C(N1C1CCC(CC1)NS(=O)(=O)CC)C=CC(=C2)C=2C(=NOC2C)C